5-{6-fluoro-[1,2,4]triazolo[1,5-a]pyridin-5-yl}-6-methylpyridine-2-carbonitrile FC=1C=CC=2N(C1C=1C=CC(=NC1C)C#N)N=CN2